BrC1=CC=C(C=C1)C1=CC=CC=C1 4'-bromo-([1,1'-biphenyl])